C(=O)(O)C(=N)N Carboxyformamidine